C(C)(C)(C)NS(=O)(=O)C=1C=C(C=CC1)NC(C1=C(N=C(C=C1)[C@@](CO)(C)O)N1CCC2(CC2)CC1)=O (R)-N-(3-(N-(tert-butyl)sulfamoyl)phenyl)-6-(1,2-dihydroxypropan-2-yl)-2-(6-azaspiro[2.5]octan-6-yl)nicotinamide